5,7-dihydroxy-8-methyl-3-(2'-hydroxy-4'-methoxyphenyl)-chroman-4-one OC1=C2C(C(COC2=C(C(=C1)O)C)C1=C(C=C(C=C1)OC)O)=O